benzyl 4-[4-(dimethoxymethyl)cyclohexoxy]piperidine-1-carboxylate COC(C1CCC(CC1)OC1CCN(CC1)C(=O)OCC1=CC=CC=C1)OC